ClC1=CC=C(C=C1)C(=NC1=CC=CC=C1)C1=CC=C(C=C1)Cl N-(bis(4-chlorophenyl)methylene)-aniline